1-(2-bromo-3-hydroxy-5-methoxymethylphenyl)-3-(3-methoxy-4-hydroxyphenyl)-(2E)-2-propen-1-one BrC1=C(C=C(C=C1O)COC)C(\C=C\C1=CC(=C(C=C1)O)OC)=O